CN1CC(C1)(C)[C@@](C=1C=C(C=NC1)C1=NOC(=N1)[C@H]1CC[C@H](CC1)NC(C)=O)(C1=CC=C(C=C1)C(C)C)O cis-N-[4-(3-{5-[(R)-(1,3-Dimethyl-azetidin-3-yl)-hydroxy-(4-isopropyl-phenyl)-methyl]-pyridin-3-yl}-[1,2,4]oxadiazol-5-yl)-cyclohexyl]-acetamide